(S)-3,5-dichloro-4-(2-(3-(cyclopropylmethoxy)-4-(difluoromethoxy)phenyl)-2-(4-formylbenzoyloxy)ethyl)pyridine 1-oxide ClC=1C=[N+](C=C(C1C[C@H](OC(C1=CC=C(C=C1)C=O)=O)C1=CC(=C(C=C1)OC(F)F)OCC1CC1)Cl)[O-]